C1(CC1)C1=NN=C2N1C=CC(=C2C)C=O 3-Cyclopropyl-8-methyl-[1,2,4]triazolo[4,3-a]pyridine-7-carbaldehyde